carbamic acid (6aS,8S)-4-iodo-6a,7,8,9-tetrahydro-6H-pyrido[3,2-b]pyrrolo[1,2-d][1,4]oxazin-8-yl ester IC1=CC=NC2=C1OC[C@H]1N2C[C@H](C1)OC(N)=O